OC\C=C/CN1C(C=C(C2=C1N=C(N=C2)NC2=CC(=CC=C2)O)C#C[Si](C(C)C)(C(C)C)C(C)C)=O (Z)-8-(4-hydroxybut-2-en-1-yl)-2-((3-hydroxyphenyl)amino)-5-((triisopropylsilyl)ethynyl)pyrido[2,3-d]pyrimidin-7(8H)-one